4-bromo-2-(pyrrolidin-1-yl)pyridine BrC1=CC(=NC=C1)N1CCCC1